FC=1C=C(C=CC1OC1=CC=NC2=CC(=C(C=C12)OC)OCCCN1CCOCC1)NC(=O)[C@]1([C@@H](C1)C)C(=O)NC1=CC=C(C=C1)F (1R,2R)-N-[3-fluoro-4-({6-(methyloxy)-7-[(3-morpholin-4-ylpropyl)oxy]-quinolin-4-yl}oxy)phenyl]-N'-(4-fluorophenyl)-2-methylcyclopropane-1,1-dicarboxamide